1-(3-(4'-fluorospiro[cyclopentane-1,3'-indolin]-1'-carbonyl)phenyl)-3-isopropylurea FC1=C2C3(CN(C2=CC=C1)C(=O)C=1C=C(C=CC1)NC(=O)NC(C)C)CCCC3